5-chloro-N-[2,4-difluoro-3-(1-[1H-pyrazolo[3,4-b]pyridin-5-yloxy]ethyl)phenyl]-2-methoxypyridine-3-sulfonamide ClC=1C=C(C(=NC1)OC)S(=O)(=O)NC1=C(C(=C(C=C1)F)C(C)OC=1C=C2C(=NC1)NN=C2)F